COC(=O)C1(CC(C1)OC)C1=CC(=CC=C1)Br.FC1=C(C=C(OC2=CC=CC(=N2)C=2C=C(C=CC2)NS(=O)(=O)C2=CC=CC=C2)C=C1)O N-(3-(6-(4-fluoro-3-hydroxyphenoxy)pyridin-2-yl)phenyl)benzenesulfonamide Methyl-(1s,3s)-1-(3-bromophenyl)-3-methoxycyclobutane-1-carboxylate